carbonic acid, Ethyl ester C(OCC)([O-])=O